(8S,9aR)-8-fluoro-3-nitro-8,9,9a,10-tetrahydro-5H,7H-pyrido[3,2-f]pyrrolo[2,1-c][1,4]oxazepin-5-one F[C@H]1C[C@@H]2COC3=C(C(N2C1)=O)C=C(C=N3)[N+](=O)[O-]